ClC1=CC(=C(C=C1)NC1=C2C(=NC(=C1)NC1=NC(=NC(=C1)C)C)NN(C2=O)C)S(=O)(=O)C 4-((4-chloro-2-(methylsulfonyl)phenyl)amino)-6-((2,6-dimethylpyrimidin-4-yl)amino)-2-methyl-1,2-dihydro-3H-pyrazolo[3,4-b]pyridin-3-one